5-chloro-2-((2-ethyl-4-fluorophenyl)-amino)benzoic acid ClC=1C=CC(=C(C(=O)O)C1)NC1=C(C=C(C=C1)F)CC